C(C)(C)(C)N1C(NC(=NC1=O)SCC)=O 3-tert-butyl-6-(ethylthio)-1,3,5-triazine-2,4(1H,3H)-dione